COCC1=NN(C=C1C(=O)N)CC=1C=C2CCN(C(C2=CC1)=O)C (methoxymethyl)-1-[(2-methyl-1-oxo-3,4-dihydroisoquinolin-6-yl)methyl]pyrazole-4-carboxamide